N1(C2=C(OCC1)C=NC=C2)C(CNC(OC(C)(C)C)=O)=O tert-butyl (2-(2,3-dihydro-1H-pyrido[3,4-b][1,4]oxazin-1-yl)-2-oxoethyl)carbamate